IC=1C=C(C=CC1C)C1=C(C(=O)N)C=CN=C1C(F)(F)F (3-iodo-4-methylphenyl)-2-(trifluoromethyl)isonicotinamide